C(C)N(CC)CCCCNCCCCN(CC)CC bis[4-(N,N-Diethylamino)butyl]amin